ClC1C(C)O1 racemic-epoxychloropropane